S1C=2N(C=C1)CCN2 5,6-dihydroimidazo[2,1-b]Thiazole